2-imidazolyl-formaldehyde N1C(=NC=C1)C=O